NC1=NC=CC(=N1)CC1=CC=C2[C@](N(C(NC2=C1)=O)C)(C(F)(F)F)C#CC1CC1 (S)-7-((2-aminopyrimidin-4-yl)methyl)-4-(cyclopropylethynyl)-3-methyl-4-(trifluoromethyl)-3,4-dihydroquinazolin-2(1H)-one